(N-[4-Amino-5-(4-imidazol-1-ylbenzoyl)thiazol-2-yl]-4-fluoroanilino)propanamid NC=1N=C(SC1C(C1=CC=C(C=C1)N1C=NC=C1)=O)N(C1=CC=C(C=C1)F)C(C(=O)N)C